2,2-dimethoxy-1,2-diphenyl-ethan-1-one COC(C(=O)C1=CC=CC=C1)(C1=CC=CC=C1)OC